OC1=C(C=CC(=C1)C(F)(F)F)C1=NN=C(C(N1C)=O)N[C@H]1CN(CCC1)C (R)-3-(2-Hydroxy-4-(trifluoromethyl)-phenyl)-4-methyl-6-((1-methylpiperidin-3-yl)amino)-1,2,4-triazin-5(4H)-one